2-(3-Acrylamido-4-morpholinylphenylamino)-4-(1-methylindol-3-yl)pyrazolo[1,5-a][1,3,5]Triazine C(C=C)(=O)NC=1C=C(C=CC1N1CCOCC1)NC1=NC=2N(C(=N1)C1=CN(C3=CC=CC=C13)C)N=CC2